ClC=1C=CC2=C(C(C[C@@H](O2)C(=O)NC23CC(C2)(C3)N3N=CC(=C3)N3C[C@@H](CC3)COC(F)(F)F)=O)C1 (2R)-6-chloro-4-oxo-N-[3-(4-{(3R)-3-[(trifluoromethoxy)methyl]pyrrolidin-1-yl}-1H-pyrazol-1-yl)bicyclo[1.1.1]pentan-1-yl]-3,4-dihydro-2H-1-benzopyran-2-carboxamide